CC1(C(C=CC=C1)[SiH3])C 2-methyl-2-methyl-phenyl-silane